N(=[N+]=[N-])CCOCCOCCOCC(C)COCCOCCOCCN=[N+]=[N-] 3-[2-[2-(2-azidoethoxy)ethoxy]ethoxy]-2-[2-[2-(2-azidoethoxy)ethoxy]ethoxymethyl]propan